CC1CCCCCCCCCCCC=CC1 3-methylcyclopentadecan-5-en